vinyl-phenyl-carbinol C(=C)C(O)C1=CC=CC=C1